magnesium 4,5-dicyano-2-(trifluoromethyl)imidazole C(#N)C=1N=C(NC1C#N)C(F)(F)F.[Mg]